FC(C(=O)O)(F)F.CN(C1(CCC2(CNC(N2CC(=O)O)=O)CC1)C1=CC=CC=C1)C 2-(8-Dimethylamino-2-Oxo-8-Phenyl-1,3-Diazaspiro[4.5]Decan-1-yl)-Acetic Acid Trifluoroacetic Acid Salt